d-alanyl-amide N[C@H](C)C(=O)[NH-]